BrC=1C(=CC(=C(C1)C1=C(C(=C(C(=C1F)F)F)F)F)F)Cl 5'-bromo-4'-chloro-2,2',3,4,5,6-hexafluoro-1,1'-biphenyl